(4-(6-(6-(difluoromethyl) imidazo[1,2-b]pyridazin-3-yl) pyrimidin-4-yl)-5-methylmorpholin-2-yl) methylsulfonate CS(=O)(=O)OC1CN(C(CO1)C)C1=NC=NC(=C1)C1=CN=C2N1N=C(C=C2)C(F)F